phenanthrene titanium [Ti].C1=CC=CC=2C3=CC=CC=C3C=CC12